tert-butyl (3S,5S)-3-({8-carbamoyl-6-chloropyrido[3,2-d]pyrimidin-4-yl} amino)-5-fluoropiperidine-1-carboxylate C(N)(=O)C1=CC(=NC2=C1N=CN=C2N[C@@H]2CN(C[C@H](C2)F)C(=O)OC(C)(C)C)Cl